NCCCCOCCOC1=NC2=C(C3=CN=CC=C13)C=CC(=C2)C(=O)O 5-(2-(4-aminobutoxy)ethoxy)benzo[c][2,6]naphthyridine-8-carboxylic acid